[2-(6-Fluoro-4-methoxy-2-methyl-indol-1-yl)-ethyl]-[6-(4-isothiazol-5-yl-phenyl)-pyrimidin-4-yl]-amine FC1=CC(=C2C=C(N(C2=C1)CCNC1=NC=NC(=C1)C1=CC=C(C=C1)C1=CC=NS1)C)OC